C(=O)C=1C(=C2C=C(N(C2=CC1)CCOC1OCCCC1)C(=O)O)C 5-formyl-4-methyl-1-(2-((tetrahydro-2H-pyran-2-yl)oxy)ethyl)-1H-indole-2-carboxylic acid